[C@H]12CN(C[C@H](CC1)N2)C2=NC(=NC1=C(C(=CC=C21)C2=CC=C(C1=C2N=C(S1)NC(OC(C)(C)C)=O)F)F)OC[C@H]1N(CCC1)C Tert-butyl (4-(4-((1R,5S)-3,8-diazabicyclo[3.2.1]octan-3-yl)-8-fluoro-2-(((S)-1-methylpyrrolidin-2-yl)methoxy)quinazolin-7-yl)-7-fluorobenzo[d]thiazol-2-yl)carbamate